di(3-methylphenyl)phosphoric acid CC=1C=C(C=CC1)OP(OC1=CC(=CC=C1)C)(O)=O